2-((3-(6-((4-cyano-2-fluorobenzyl)oxy)pyridin-2-yl)-3,8-diazabicyclo[3.2.1]octan-8-yl)methyl)-1-(oxetan-2-ylmethyl)-1H-benzo[d]imidazole-6-carboxylic acid C(#N)C1=CC(=C(COC2=CC=CC(=N2)N2CC3CCC(C2)N3CC3=NC2=C(N3CC3OCC3)C=C(C=C2)C(=O)O)C=C1)F